4-(piperidin-4-ylmethyl)piperazin-2-one Lithium 5-(7-(difluoromethyl)-1-(7-isopropyl-1,3-dimethyl-2-oxo-1,2,3,4-tetrahydroquinazolin-5-yl)-1,2,3,4-tetrahydroquinolin-6-yl)picolinate FC(C1=C(C=C2CCCN(C2=C1)C1=C2CN(C(N(C2=CC(=C1)C(C)C)C)=O)C)C=1C=CC(=NC1)C(=O)[O-])F.[Li+].N1CCC(CC1)CN1CC(NCC1)=O